(S)-2-(((R)-3-(5-chloro-2-methylphenyl)-5-(piperidin-1-yl)pentyl)(methyl)-amino)-2-(4-fluoro-3-methyl-2-((1r,4S)-4-(trifluoromethoxy)cyclohexyl)phenyl)acetic acid ClC=1C=CC(=C(C1)[C@@H](CCN([C@H](C(=O)O)C1=C(C(=C(C=C1)F)C)C1CCC(CC1)OC(F)(F)F)C)CCN1CCCCC1)C